FC1(CCC(CC1)C1=NC=CC(=C1NC(=O)C1=NC=C(N=C1)OC(C)C)C1=C(C=CC(=C1)F)F)F N-(2-(4,4-difluorocyclohexyl)-4-(2,5-difluorophenyl)pyridin-3-yl)-5-isopropoxy-pyrazine-2-carboxamide